FC1(CC2(C1)C[C@H](N(CC2)CC2=C1C=CNC1=C(C=C2OC)C)C2=CC=C(C(=O)NC1=CC=CC=C1)C=C2)F (S)-4-(2,2-difluoro-7-((5-methoxy-7-methyl-1H-indol-4-yl)methyl)-7-azaspiro[3.5]nonan-6-yl)-N-phenylbenzamide